FC1(CCC(CC1)N1CCC(CC1)S(=O)(=O)N(C=1C=C(C=CC1)C)CC1=NC=C(C=C1)C=1OC(=NN1)C(F)F)F 1-(4,4-difluorocyclohexyl)-N-((5-(5-(difluoromethyl)-1,3,4-oxadiazol-2-yl)pyridin-2-yl)methyl)-N-(m-tolyl)piperidine-4-sulfonamide